(S)-3-((allyloxy)carbonyl)-2,2-dimethyloxazolidine-4-carboxylic acid C(C=C)OC(=O)N1C(OC[C@H]1C(=O)O)(C)C